2-(benzofuran-2-yl)-6,6,9-trimethyl-3-pentyl-6a,7,8,10a-tetrahydro-6H-benzo[c]chromen-1-ol O1C(=CC2=C1C=CC=C2)C2=C(C=1C3C(C(OC1C=C2CCCCC)(C)C)CCC(=C3)C)O